N(=C=N)[2H] carbodiimide-d